2-[6-Amino-5-[6-[2-[3-(azepin-1-yl)prop-1-ynyl]-4-pyridinyl]-2,6-diazaspiro[3.3]hept-2-yl]pyridazin-3-yl]phenol NC1=C(C=C(N=N1)C1=C(C=CC=C1)O)N1CC2(C1)CN(C2)C2=CC(=NC=C2)C#CCN2C=CC=CC=C2